(2-((3-((6-amino-8-bromo-2-fluoro-9H-purin-9-yl)methyl)benzyl)oxy)-5-methoxypyridin-4-yl)methanol NC1=C2N=C(N(C2=NC(=N1)F)CC=1C=C(COC2=NC=C(C(=C2)CO)OC)C=CC1)Br